C(C\C=C/CCCCCCCCC)(C(=O)O)C(=O)O cis-3-tridecene-1,1-dicarboxylic acid